4-(4'-bromo-[1,1'-biphenyl]-4-yl)-2,6-diphenylpyrimidine BrC1=CC=C(C=C1)C1=CC=C(C=C1)C1=NC(=NC(=C1)C1=CC=CC=C1)C1=CC=CC=C1